1-(2-(diethylamino)ethyl)-3-(4-methyl-2-(4-(piperidin-3-ylmethyl)piperazin-1-yl)quinolin-6-yl)thiourea C(C)N(CCNC(=S)NC=1C=C2C(=CC(=NC2=CC1)N1CCN(CC1)CC1CNCCC1)C)CC